C(C)(C)(C)OC(=O)N1[C@H](CC[C@H]1CC1=CC=C(C=C1)OC)[C@@H](O)C1=CC(=CC=C1)F (2R,5S)-2-((S)-(3-fluorophenyl)(hydroxy)methyl)-5-(4-methoxybenzyl)pyrrolidine-1-carboxylic acid tert-butyl ester